N-((1Z,2E)-1,3-diphenylallyl)-2-methylpropane-2-sulfinamide C1(=CC=CC=C1)C(\C=C\C1=CC=CC=C1)NS(=O)C(C)(C)C